ClC1=NC=C(C=C1)SCC 2-chloro-5-(ethylsulfanyl)pyridine